C(C)(=O)N1C[C@@H]2[C@H](C1)CC(C2)N2N=CC(=C2C)C=2C=C(C=1N(C2)N=CC1C#N)SC1=NC=CC=C1F 6-(1-((3aR,5r,6aS)-2-acetyloctahydrocyclopenta[c]pyrrol-5-yl)-5-methyl-1H-pyrazol-4-yl)-4-((3-fluoropyridin-2-yl)thio)pyrazolo[1,5-a]pyridine-3-carbonitrile